2-(3,4-Dimethoxyphenyl)-7-[1-(propan-2-yl)-1,2,3,6-tetrahydropyridin-4-yl]-4H-pyrido[1,2-a]pyrimidin-4-one COC=1C=C(C=CC1OC)C=1N=C2N(C(C1)=O)C=C(C=C2)C=2CCN(CC2)C(C)C